3-(4-hydroxyphenyl)-4-((1-methyl-1H-pyrazol-4-yl)phenyl)furan OC1=CC=C(C=C1)C1=COC=C1C1=C(C=CC=C1)C=1C=NN(C1)C